NC1=C(SC2=NC(=CC=C21)C)C(=O)N[C@@H]2CC=1C=CC(=NC1CC2)N2C[C@@H]([C@H](C2)OC)N 3-amino-N-[(6S)-2-[(3S,4S)-3-amino-4-methoxypyrrolidin-1-yl]-5,6,7,8-tetrahydroquinolin-6-yl]-6-methylthieno[2,3-b]pyridine-2-carboxamide